(R)-2-(2-Fluoro-5-isopropyl-8-oxothieno[2',3':4,5]pyrrolo[1,2-d][1,2,4]triazin-7(8H)-yl)-N-(1-methylpiperidin-3-yl)acetamide FC1=CC2=C(C=C3N2C(=NN(C3=O)CC(=O)N[C@H]3CN(CCC3)C)C(C)C)S1